N1C(=CC=C1)C=1C=CC=C(C1C(=O)[O-])O pyrrole-salicylate